C(CCC)C(CCOC(CCCCCCCN(CCCCCCCC(=O)OC(CCCCCCCC)CCCCCCCC)CCCNC(CCC1CC1)=O)=O)CCCC 8-((3-(3-cyclopropylpropionamido)propyl)(8-(heptadec-9-yloxy)-8-oxooctyl)amino)octanoic acid 3-butylheptyl ester